1-(5-(5-(2,3-dihydro-1H-inden-4-yl)-6-methoxy-1-(4-methoxybenzyl)-1H-pyrazolo[4,3-b]pyridin-3-yl)pyridin-2-yl)-N-methylazetidin-3-amine C1CCC2=C(C=CC=C12)C1=C(C=C2C(=N1)C(=NN2CC2=CC=C(C=C2)OC)C=2C=CC(=NC2)N2CC(C2)NC)OC